1-pentyl-3-methylimidazole Bromide [Br-].C(CCCC)N1CN(C=C1)C